[Cl-].[Cl-].C[Si](=[Hf+2](C1=C(C=C2SC(C(=C21)C)C)C)C2=C(C=C1SC(C(=C12)C)C)C)C Dimethylsilylenebis(2,3,5-trimethyl-cyclopenta[b]thienyl)hafnium dichloride